P(=O)(O)(O)C(O)(C[N+](C)(C)C)P(=O)(O)O bis-phosphocholine